O=C1N(CCC(N1)=O)C=1C=C(C(=O)N2CCC3(CN(C3)CC=O)CC2)C=CC1OC 2-(7-(3-(2,4-dioxotetrahydropyrimidin-1(2H)-yl)-4-methoxybenzoyl)-2,7-diazaspiro[3.5]non-2-yl)acetaldehyde